1,2-dimethyl 4-aminobenzene-1,2-dicarboxylate NC=1C=C(C(=CC1)C(=O)OC)C(=O)OC